1-(2,7-Diisopropyl-4-oxo-2,4-dihydro-5H-pyrazolo[3,4-d]pyridazin-5-yl)cyclopropane-1-carboxylic acid C(C)(C)N1N=C2C(=NN(C(C2=C1)=O)C1(CC1)C(=O)O)C(C)C